C(C)(C)(C)C1=NN=C(O1)C(=O)N[C@H]1C2=C(CN(CC1)CC(F)(F)F)C=C(C=C2)C2=NC(=NC=C2)NC=2C(=NN(C2)C)C (R)-5-(tert-butyl)-N-(8-(2-((1,3-dimethyl-1H-pyrazol-4-yl)amino)pyrimidin-4-yl)-2-(2,2,2-trifluoroethyl)-2,3,4,5-tetrahydro-1H-benzo[c]azepin-5-yl)-1,3,4-oxadiazole-2-carboxamide